4-((4-(5-(chlorodifluoromethyl)-1,2,4-oxadiazol-3-yl)benzyl)(methyl)amino)cyclobut-3-ene ClC(C1=NC(=NO1)C1=CC=C(CN(C2=CCC2)C)C=C1)(F)F